BrC1=CC2=C(C(CO2)(C(=O)OC)CO)C=C1 methyl 6-bromo-3-(hydroxymethyl)-2H-benzofuran-3-carboxylate